N1=CN=CC2=CC=C(C=C12)C1=NC=CC(=C1)NC(C=C)=O N-[2-(quinazolin-7-yl)pyridin-4-yl]prop-2-enamide